BrC=1C2=C(SC1C(F)(F)P(OCC)(O)=O)C(=CC(=C2)C2=CN=NN2)OCCCC(F)(F)F ethyl hydrogen ((3-bromo-5-(1H-1,2,3-triazol-5-yl)-7-(4,4,4-trifluorobutoxy)benzo[b]thiophen-2-yl)difluoromethyl)phosphonate